F[C@@H]1[C@@H](C1)C(=O)O\N=C(\N)/C1(CN(CC1)C(=O)OC(C)(C)C)C tert-butyl 3-[(E)-N'-[(E)-(1S,2S)-2-fluorocyclopropanecarbonyloxy] carbamimidoyl]-3-methylpyrrolidine-1-carboxylate